N[C@H]1CN(CCC1)C(=O)C=1C=C(C=2N(C1)N=C(C2C)C=2N(C1=CC(=CC=C1C2)C=2C=C(C=CC2)CO)CC2CC2)OC [3-(2-{6-[(3R)-3-aminopiperidine-1-carbonyl]-4-methoxy-3-methylpyrazolo[1,5-a]pyridin-2-yl}-1-(cyclopropylmethyl)-1H-indol-6-yl)phenyl]methanol